N[C@H](C(=O)NCC1(CC1)NC(C1=C(C=C(C=C1)NC=1C=2N(C=CN1)C(=CN2)C2=C(C(=C(C=C2)OC)F)F)CC)=O)CCCCN N-[1-[[[(2S)-2,6-diaminohexanoyl]amino]methyl]cyclopropyl]-4-[[3-(2,3-difluoro-4-methoxyphenyl)imidazo[1,2-a]pyrazin-8-yl]amino]-2-ethyl-benzamide